4-[4'-(benzoyl)phenylsulfanyl]phenyl-bis-(4-fluorophenyl)sulfonium hexafluoroantimonate F[Sb-](F)(F)(F)(F)F.C(C1=CC=CC=C1)(=O)C1=CC=C(C=C1)SC1=CC=C(C=C1)[S+](C1=CC=C(C=C1)F)C1=CC=C(C=C1)F